N-[4-(3-chlorophenoxy)-3-sulfamoylphenyl]-2-(6-methylpyridin-2-yl)acetamide ClC=1C=C(OC2=C(C=C(C=C2)NC(CC2=NC(=CC=C2)C)=O)S(N)(=O)=O)C=CC1